3-(2-(methylsulfanyl)-5-(trifluoromethyl)pyrimidin-4-yl)-1-(benzenesulfonyl)-1H-pyrrole CSC1=NC=C(C(=N1)C1=CN(C=C1)S(=O)(=O)C1=CC=CC=C1)C(F)(F)F